4-(4-(6-(((1R,3R,4S,5S)-4-fluoro-1,9-dimethyl-9-azabicyclo[3.3.1]nonan-3-yl)(methyl)amino)pyridazin-3-yl)-3-hydroxyphenyl)-1-methyl-1,3,5-triazin-2(1H)-one F[C@@H]1[C@@H](C[C@]2(CCC[C@@H]1N2C)C)N(C2=CC=C(N=N2)C2=C(C=C(C=C2)C2=NC(N(C=N2)C)=O)O)C